2-(2-amino-6-((4-cyclopropoxyphenyl)amino)-9H-purin-9-yl)-N-(1-ethyl-3-methyl-1H-pyrazol-5-yl)acetamide NC1=NC(=C2N=CN(C2=N1)CC(=O)NC1=CC(=NN1CC)C)NC1=CC=C(C=C1)OC1CC1